(2s)-amino(4-hydroxyphenyl)acetic acid N[C@H](C(=O)O)C1=CC=C(C=C1)O